N-[2-(1-benzylpiperidin-4-yl)ethyl]-1-(3-methoxyphenyl)piperidine-4-carboxamide C(C1=CC=CC=C1)N1CCC(CC1)CCNC(=O)C1CCN(CC1)C1=CC(=CC=C1)OC